tert-butyl 3-[[4-(4-nitrophenyl) piperazin-1-yl] methyl]-8-azaspiro[4.5]decane-8-carboxylate [N+](=O)([O-])C1=CC=C(C=C1)N1CCN(CC1)CC1CCC2(C1)CCN(CC2)C(=O)OC(C)(C)C